5-(1H-Pyrazol-4-yl)-2-[6-(2,2,6,6-tetramethyl-1,2,3,6-tetrahydropyridin-4-yl)[1,3]thiazolo[4,5-c]pyridin-2-yl]phenol-Hydrochlorid Cl.N1N=CC(=C1)C=1C=CC(=C(C1)O)C=1SC2=C(C=NC(=C2)C=2CC(NC(C2)(C)C)(C)C)N1